methyl ({(3S)-7-(benzyloxy)-3-[(tert-butoxycarbonyl)amino]-5-fluoro-3,4-dihydro-2H-1-benzothiopyran-6-yl}amino)acetate C(C1=CC=CC=C1)OC1=CC2=C(C[C@@H](CS2)NC(=O)OC(C)(C)C)C(=C1NCC(=O)OC)F